FC1=CC=C(C(=N1)C)OC=1N=NC(=C(C1C(=O)NC=1C=C(C=CC1)[S@](=O)(C)=NC(CNC(OC(C)(C)C)=O)=O)C)C(F)(F)F tert-butyl (R)-(2-(((3-(3-((6-fluoro-2-methylpyridin-3-yl)oxy)-5-methyl-6-(trifluoromethyl)pyridazine-4-carboxamido)phenyl)(methyl)(oxo)-λ6-sulfaneylidene)amino)-2-oxoethyl)carbamate